5-(2,5-bisoxo-tetrahydrofuranyl)-3-methyl-3-cyclohexene-1,2-dicarboxylic acid anhydride O=C1OC(CC1C1C=C(C2C(C1)C(=O)OC2=O)C)=O